3,5-Dicarboxyphenyl-diethylphosphin oxid C(=O)(O)C=1C=C(C=C(C1)C(=O)O)P(CC)(CC)=O